(S)-3-(3,4-dimethylbenzyl)-1-(5-((3-methylpiperazin-1-yl)methyl)pyrazolo[1,5-a]pyridin-3-yl)dihydropyrimidine-2,4(1H,3H)-dione CC=1C=C(CN2C(N(CCC2=O)C=2C=NN3C2C=C(C=C3)CN3C[C@@H](NCC3)C)=O)C=CC1C